(4-((2-methoxy-3-(1-(methyl-d3)-1H-1,2,4-triazol-3-yl)phenyl)amino)-5-(propanoyl-3,3,3-d3)pyridin-2-yl)cyclopropanecarboxamide, phosphoric acid salt P(O)(O)(O)=O.COC1=C(C=CC=C1C1=NN(C=N1)C([2H])([2H])[2H])NC1=CC(=NC=C1C(CC([2H])([2H])[2H])=O)C1(CC1)C(=O)N